C(C)(=O)C=1SC=CC1C1=CC=C(C=N1)C1(CCN(CC1)C1=C(C=C(C=C1)C(F)(F)F)C#N)C(=O)N[C@@H]1CN(CC1)C 4-[6-(2-acetylthiophen-3-yl)pyridin-3-yl]-1-[2-cyano-4-(trifluoromethyl)phenyl]-N-[(3S)-1-methylpyrrolidin-3-yl]piperidine-4-carboxamide